N-(3-amino-6-((4-fluorobenzyl)oxy)-5-fluoropyridin-2-yl)propanamide NC=1C(=NC(=C(C1)F)OCC1=CC=C(C=C1)F)NC(CC)=O